N-(17Z-hexacosenoyl)-1-beta-glucosyl-sphinganine CCCCCCCCCCCCCCC[C@H]([C@H](CO[C@H]1C(C([C@@H]([C@H](O1)CO)O)O)O)NC(=O)CCCCCCCCCCCCCCC/C=C\CCCCCCCC)O